OP(O)OP(O)O.C(C)(C)(C)C1=C(C=CC(=C1)C(C)(C)C)C(O)(C(CO)(CO)CO)C1=C(C=C(C=C1)C(C)(C)C)C(C)(C)C Bis(2,4-di-tert-butylphenyl)-pentaerythritol diphosphite